C1(CCCCC1)C=1C=C(C(=O)N2CC(CCC2)C=2C=C(OC(C(=O)O)(C)C)C=CC2)C=CC1 2-(3-(1-(3-cyclohexylbenzoyl)piperidin-3-yl)phenoxy)-2-methylpropanoic acid